5-(3-((cyclopropylmethyl)(pyrimidin-2-yl)amino)phenyl)-10-(4-methoxybenzyl)-5,8,8-trimethyl-5,8,9,10-tetrahydrobenzo[b][1,8]naphthyridin-6(7H)-one C1(CC1)CN(C=1C=C(C=CC1)C1(C2=C(N(C=3N=CC=CC13)CC1=CC=C(C=C1)OC)CC(CC2=O)(C)C)C)C2=NC=CC=N2